7-(Pyridin-2-yl)-2-(pyridin-3-yl)thieno[3,2-d]pyrimidin-4-ol N1=C(C=CC=C1)C1=CSC2=C1N=C(N=C2O)C=2C=NC=CC2